C(C)(=O)O[C@@H]1[C@H](O[C@@H]([C@H]([C@@H]1OC(C)=O)OC(C)=O)COC(C)=O)SC1C2=CC=CC=C2OC=2C=CC=CC12 (2R,3S,4S,5R,6R)-2-((9H-xanthen-9-yl)thio)-6-(acetoxymethyl)tetrahydro-2H-pyran-3,4,5-triyl triacetate